1-({6-[(1R,5s,6R)-6-(fluoromethyl)-3-azabicyclo[3.1.0]hex-3-yl]-2-methylpyridin-3-yl}methyl)-N-[(6R)-3-methyl-2H,4H,5H,6H-cyclopenta[c]pyrazol-6-yl]-1H-pyrazole-4-carboxamide FCC1[C@H]2CN(C[C@@H]12)C1=CC=C(C(=N1)C)CN1N=CC(=C1)C(=O)N[C@@H]1CCC=2C1=NNC2C